C(C)(C)N1C(=NN=C1)C1=CC=CC(=N1)NC(=O)NC=1SC=2CCC(NC2N1)S(=O)(=O)C 1-(6-(4-isopropyl-4H-1,2,4-triazol-3-yl)pyridin-2-yl)-3-(5-(methylsulfonyl)-4,5,6,7-tetrahydrothiazolo[5,4]pyridin-2-yl)urea